O1C(=CC=C1)C=1C=CC(=C(C1)NC1=NC=NC2=CC(=CC=C12)OCCOC)OC 4-((5-(furan-2-yl)-2-methoxyphenyl)amino)-7-(2-methoxyethoxy)quinazoline